1-[(1S,4aS,5S,8aS)-5-(3-hydroxy-3-methyl-butyl)-1-methyl-3,4,4a,5,6,7,8,8a-octahydro-1H-isoquinolin-2-yl]-2-[3,5-dichloro-2-(1-hydroxyethyl)-4-pyridyl]ethanone OC(CC[C@H]1[C@@H]2CCN([C@H]([C@H]2CCC1)C)C(CC1=C(C(=NC=C1Cl)C(C)O)Cl)=O)(C)C